CN[C@H]1[C@@H](COC1)CO trans-(4-(methylamino)tetrahydrofuran-3-yl)methanol